3-((2-((4-(4-(1-naphthoyl)piperazin-1-yl)phenyl)amino)-5-methylpyrimidin-4-yl)amino)-N-(tert-butyl)benzenesulfonamide C1(=CC=CC2=CC=CC=C12)C(=O)N1CCN(CC1)C1=CC=C(C=C1)NC1=NC=C(C(=N1)NC=1C=C(C=CC1)S(=O)(=O)NC(C)(C)C)C